4-(5-chloro-2-((1-methyl-1H-pyrazol-4-yl)amino)pyrimidin-4-yl)-N-((1-cyanocyclopropyl)methyl)benzamide ClC=1C(=NC(=NC1)NC=1C=NN(C1)C)C1=CC=C(C(=O)NCC2(CC2)C#N)C=C1